tert-butyl (3-(3-cyano-3-methylbutyl)chroman-4-yl)carbamate C(#N)C(CCC1COC2=CC=CC=C2C1NC(OC(C)(C)C)=O)(C)C